methyl 5-amino-7-(2-(4-(5-fluoro-2-methylpyridin-4-yl)piperazin-1-yl)ethyl)-9-methyl-2-(pyridin-2-yl)-7H-pyrrolo[3,2-e][1,2,4]triazolo[1,5-c]pyrimidine-8-carboxylate NC1=NC2=C(C=3N1N=C(N3)C3=NC=CC=C3)C(=C(N2CCN2CCN(CC2)C2=CC(=NC=C2F)C)C(=O)OC)C